C=C1C=2C=CN(C2CCC1)S(=O)(=O)C1=CC=C(C)C=C1 4-methylene-1-tosyl-4,5,6,7-tetrahydro-1H-indole